FC=1C=C(C(=O)N2CCC3(CN4N([C@@H](CC4)C4=CC(=CC(=C4)F)F)C3=O)CC2)C=CC1F (S)-1-(3,4-difluorobenzoyl)-7'-(3,5-difluorophenyl)dihydro-1'H,3'H,5'H-spiro[piperidine-4,2'-pyrazolo[1,2-a]pyrazol]-1'-one